3-ethyl-7-(1-hydroxyethyl)-1,2-dihydro-1,5-naphthyridin-2-one C(C)C=1C(NC2=CC(=CN=C2C1)C(C)O)=O